1-chloro-N,N,2-trimethylpropan-1-en-1-ylamine ClC(=C(C)C)N(C)C